C1CCC2CC3C=CC=C3C=C12 Hexahydros-indacen